1-(5-(imidazo[1,2-a]pyridin-6-yl)pyrrolo[2,1-f][1,2,4]triazin-2-yl)-N3-methylcyclobutane-1,3-diamine N=1C=CN2C1C=CC(=C2)C=2C=CN1N=C(N=CC12)C1(CC(C1)NC)N